2-(Cyclobutyl-methoxy)-4-(4,4,5,5-tetramethyl-1,3,2-dioxaborolan-2-yl)pyridine C1(CCC1)COC1=NC=CC(=C1)B1OC(C(O1)(C)C)(C)C